(1S,2S,3R,5S)-3-((5-chloro-4-(4-fluoro-2-(2-hydroxypropan-2-yl)-1-isopropyl-1H-benzo[d]imidazol-6-yl)pyrimidin-2-yl)amino)-6,8-dioxabicyclo[3.2.1]octan-7,7-d2-2-ol ClC=1C(=NC(=NC1)N[C@H]1[C@@H]([C@@H]2C(O[C@H](C1)O2)([2H])[2H])O)C=2C=C(C1=C(N(C(=N1)C(C)(C)O)C(C)C)C2)F